1-Hexyl-3-ethylpyrrolidinium acetat C(C)(=O)[O-].C(CCCCC)[NH+]1CC(CC1)CC